BrC1=CN(C(C2=C1N=C(N=C2)NC=2C=NN(C2)C2CCN(CC2)C)=O)C2=C(C=C(C=C2Cl)C)Cl 8-bromo-6-(2,6-dichloro-4-methyl-phenyl)-2-[[1-(1-methyl-4-piperidyl)pyrazol-4-yl]amino]pyrido[4,3-d]pyrimidin-5-one